ClC1=C(C(=O)NCC(N2CCC(CC2)OC2=NC(=NC=C2)F)C2=C(N=CS2)C(F)F)C(=CC=C1)F 2-Chloro-N-{2-[4-(difluoromethyl)-1,3-thiazol-5-yl]-2-{4-[(2-fluoropyrimidin-4-yl)oxy]piperidin-1-yl}ethyl}-6-fluorobenzamide